2-(6-bromo-2-methylimidazo[4,5-b]pyridin-1-yl)acethydrazide BrC=1C=C2C(=NC1)N=C(N2CC(=O)NN)C